C(CCCCCCCCCCC)SCCNC(CCNC([C@@H](C(COP(OP(OC[C@@H]1[C@H]([C@H]([C@@H](O1)N1C=NC=2C(N)=NC=NC12)O)OP(=O)(O)O)(=O)O)(=O)O)(C)C)O)=O)=O dodecyl-COA